[Zr].CCC(CC(=O)OOC(C)C)=O.CCC(CC(=O)OOC(C)C)=O di(isopropoxy) bis(methylacetoacetate) zirconium